Methyl 5-benzyl-3-((6-(trifluoromethyl)picolinamido)methyl)-4,5-dihydroisoxazole-5-carboxylate C(C1=CC=CC=C1)C1(CC(=NO1)CNC(C1=NC(=CC=C1)C(F)(F)F)=O)C(=O)OC